NC([C@H](C(C)C)NC([C@H](CCC(=O)OC(C)(C)C)NC([C@H](CC(C)C)NC(=O)[C@H]1N(CCC1)S(=O)(=O)C1=CC=C(C=C1)F)=O)=O)=O tert-Butyl (S)-5-(((S)-1-amino-3-methyl-1-oxobutan-2-yl)amino)-4-((S)-2-((S)-1-((4-fluorophenyl) sulfonyl) pyrrolidine-2-carboxamido)-4-methylpentanamido)-5-oxopentanoate